3-[6-[[1-[5-Chloro-4-[[1-(3-hydroxy-3-methyl-butyl)-2-oxo-indolin-6-yl]amino]pyrimidin-2-yl]-4-piperidyl]amino]-1-methyl-indazol-3-yl]piperidine-2,6-dione ClC=1C(=NC(=NC1)N1CCC(CC1)NC1=CC=C2C(=NN(C2=C1)C)C1C(NC(CC1)=O)=O)NC1=CC=C2CC(N(C2=C1)CCC(C)(C)O)=O